N-(1-Benzylazetidin-3-yl)-5,7-diphenylpyrazolo[1,5-a]pyrimidine-2-carboxamide C(C1=CC=CC=C1)N1CC(C1)NC(=O)C1=NN2C(N=C(C=C2C2=CC=CC=C2)C2=CC=CC=C2)=C1